ClC1=C(C=CC(=C1)Cl)C1=C(CC1)NC(C)=O N-[2-(2,4-dichlorophenyl)cyclobuten-1-yl]acetamide